ClC=1C=NC(=NC1)C1CCN(CC1)C=1N=C(C2=C(N1)CC[S@]2=O)NC2(CCC2)CNC(OC(C)(C)C)=O |r| tert-butyl (R/S)-((1-((2-(4-(5-chloropyrimidin-2-yl)piperidin-1-yl)-5-oxido-6,7-dihydrothieno[3,2-d]pyrimidin-4-yl)amino)cyclobutyl)methyl)carbamate